2-amino-4-dimethylamino-6-(1,1,2,2,3,3-hexafluoro-3-iodopropyl)-1,3,5-triazine NC1=NC(=NC(=N1)N(C)C)C(C(C(I)(F)F)(F)F)(F)F